[2,5-difluoro-4-({6-methoxy-7-[2-(methylamino)ethoxy]quinolin-4-yl}oxy)-phenyl]-4-propoxypyridine-3-carboxamide FC1=C(C=C(C(=C1)OC1=CC=NC2=CC(=C(C=C12)OC)OCCNC)F)C1=NC=CC(=C1C(=O)N)OCCC